FC1=CC=C2C(C(NC2=C1F)=O)(C1=CC=C(C=C1)O)C1=CC2=C(NC(O2)=O)C=C1 6-(6,7-difluoro-3-(4-hydroxyphenyl)-2-oxoindol-3-yl)benzo[d]oxazol-2(3H)-one